C1(C=CC(N1CCCC(=O)ON1C(C(CC1=O)S(=O)(=O)O)=O)=O)=O N-γ-maleimidobutyryl-oxysulphosuccinimide